FC(C1=C(C=CC=C1)C1NC2=CC=CC=C2CC1)(F)F 2-(2-(trifluoromethyl)phenyl)-1,2,3,4-tetrahydroquinoline